3-aminopropyl-tri(methoxyethoxy)silane NCCC[Si](OCCOC)(OCCOC)OCCOC